3-(4-(ethylsulfonamido)-3-(3-fluorophenethoxy)phenyl)-5-(pyrazin-2-ylamino)-1H-pyrazole-4-carboxamide C(C)S(=O)(=O)NC1=C(C=C(C=C1)C1=NNC(=C1C(=O)N)NC1=NC=CN=C1)OCCC1=CC(=CC=C1)F